2-(8-methylimidazo[1,5-a]pyrazin-3-yl)-4-(trifluoromethyl)thiazoleN CC=1C=2N(C=CN1)C(=NC2)N2SCC(=C2)C(F)(F)F